BrC1=C2C(=NC=C1F)N(C=C2)S(=O)(=O)C2=CC=CC=C2 4-bromo-5-fluoro-1-(phenylsulfonyl)-1H-pyrrolo[2,3-b]pyridine